O=C1NC(CCC1N1C(C2=CC=C(C=C2C1=O)CN1CCN(CC1)CC=1OC(=CC1)C=1SC=CC1)=O)=O 2-(2,6-dioxopiperidin-3-yl)-5-((4-((5-(thiophen-2-yl)furan-2-yl)methyl)piperazin-1-yl)Methyl)isoindoline-1,3-dione